(4R)-tert-butyl 2-carbamoyl-4-((7-(8-chloronaphthalen-1-yl)-8-fluoro-2-((hexahydro-1H-pyrrolizin-7a-yl)methoxy)pyrido[4,3-d]pyrimidin-4-yl)(methyl)amino)pyrrolidine-1-carboxylate C(N)(=O)C1N(C[C@@H](C1)N(C)C=1C2=C(N=C(N1)OCC13CCCN3CCC1)C(=C(N=C2)C2=CC=CC1=CC=CC(=C21)Cl)F)C(=O)OC(C)(C)C